4-Bromo-1-[[4-(trifluoromethyl)phenyl]methyl]pyrazole BrC=1C=NN(C1)CC1=CC=C(C=C1)C(F)(F)F